N,3-dimethyl-1-tetrahydropyran-2-yl-indazol-6-amine CNC1=CC=C2C(=NN(C2=C1)C1OCCCC1)C